thiazolidine-2,4-di-one S1C(NC(C1)=O)=O